C(#N)C=1C=C(C(=NO)NCC2=C(C=CC=C2)F)C=CC1 3-cyano-N-(2-fluorobenzyl)-N'-hydroxybenzamidine